ClC1=NC=C(C(=N1)NC1=CC2=C(N(C(N2)=O)C)C(=C1)OCCO[C@@H]1CNC[C@@H](C1(F)F)C)Cl 5-((2,5-dichloropyrimidin-4-yl)amino)-7-(2-(((3r,5s)-4,4-difluoro-5-methylpiperidin-3-yl)oxy)ethoxy)-1-methyl-1,3-dihydro-2H-benzo[d]imidazol-2-one